tert-butyl 3-((4-chlorobenzyl) amino)-3-cyanosilacyclobutane-1-carboxylate ClC1=CC=C(CNC2(C[SiH](C2)C(=O)OC(C)(C)C)C#N)C=C1